CC=1C=2N(C=C(C1)C1=C(C(=NN1)C=1SC(=CN1)C1CCN(CC1)CCC(F)(F)F)CC(F)(F)F)N=CN2 2-(5-(8-methyl-[1,2,4]triazolo[1,5-a]pyridin-6-yl)-4-(2,2,2-trifluoroethyl)-1H-pyrazol-3-yl)-5-(1-(3,3,3-trifluoropropyl)piperidin-4-yl)thiazole